C(C)(C)(C)OC(=O)N[C@H](C(=O)OC)CC1=CC=C(C=C1)I methyl (S)-2-((tert-butoxycarbonyl)amino)-3-(4-iodophenyl)propanoate